(S)-N-(3-chloro-4-cyanophenyl)-3-(7-fluoro-1H-indol-1-yl)-2-hydroxy-2-methylpropanamide ClC=1C=C(C=CC1C#N)NC([C@@](CN1C=CC2=CC=CC(=C12)F)(C)O)=O